2-cyano-N-(3-methyl-5-(2-((1-methyl-1H-pyrazol-4-yl)amino)pyrimidin-4-yl)pyridin-2-yl)acetamide C(#N)CC(=O)NC1=NC=C(C=C1C)C1=NC(=NC=C1)NC=1C=NN(C1)C